2-((3-(3-butylbenzyl)-1,2,4-oxadiazol-5-yl)methyl)acrylic acid C(CCC)C=1C=C(CC2=NOC(=N2)CC(C(=O)O)=C)C=CC1